1-(2-pyridyl)-4-[12-[4-(2-pyridyl)piperazin-1-yl]dodecyl]piperazine dihydrochloride Cl.Cl.N1=C(C=CC=C1)N1CCN(CC1)CCCCCCCCCCCCN1CCN(CC1)C1=NC=CC=C1